C1(CCCCC1)CC#CC1=CC=C(C=C1)C=1CCN(CC1)CCC(C(=O)NO)(S(=O)(=O)C)C 4-(4-(4-(3-cyclohexylprop-1-yn-1-yl)phenyl)-3,6-dihydropyridin-1(2H)-yl)-N-hydroxy-2-methyl-2-(methylsulfonyl)butanamide